OC=1C(=NC=C(C1C)C=1C=NN(C1)C1CCOCC1)C(=O)NCC(=O)OCC ethyl (3-hydroxy-4-methyl-5-(1-(tetrahydro-2H-pyran-4-yl)-1H-pyrazol-4-yl)picolinoyl)glycinate